ClC=1C=C(C=CC1F)[C@H]1[C@@H](CN(C1)CCOC)NC(=O)NC1=C(C(=NN1C1=CC=CC=C1)C=1C=NN(C1)C)C 1-(trans-4-(3-chloro-4-fluorophenyl)-1-(2-methoxyethyl)pyrrolidin-3-yl)-3-(1',4-dimethyl-1-phenyl-1h,1'h-[3,4'-bipyrazole]-5-yl)urea